(S)-2-(4-((7-(2-ethyl-3-methylbutyl)-7H-pyrrolo[2,3-d]pyrimidin-2-yl)amino)-1H-pyrazol-1-yl)-N-(pyridin-4-yl)acetamide C(C)[C@H](CN1C=CC2=C1N=C(N=C2)NC=2C=NN(C2)CC(=O)NC2=CC=NC=C2)C(C)C